N-((2S)-1-(2-(3-amino-3-oxopropyl)-2-(2,2-difluoroacetyl)hydrazinyl)-4-methyl-1-oxopentan-2-yl)-4-methoxy-1H-indole-2-carboxamide NC(CCN(NC([C@H](CC(C)C)NC(=O)C=1NC2=CC=CC(=C2C1)OC)=O)C(C(F)F)=O)=O